2-(2-fluorophenyl)propan-2-amine FC1=C(C=CC=C1)C(C)(C)N